tert-butyl (6-((1S,7S)-2,2-difluoro-7-hydroxycycloheptyl)-4-methoxy-5-oxo-6,7-dihydro-5H-pyrrolo[3,4-d]pyrimidin-2-yl)carbamate FC1([C@H]([C@H](CCCC1)O)N1CC=2N=C(N=C(C2C1=O)OC)NC(OC(C)(C)C)=O)F